bis(2-n-propyl-indenyl)hafnium C(CC)C=1C(C2=CC=CC=C2C1)[Hf]C1C(=CC2=CC=CC=C12)CCC